methyl 3-[cyclopropyl(difluoro)methyl]-5-(trifluoromethyl)benzoate tert-butyl-(3S,4R)-3-hydroxy-4-((4-(4-(trifluoromethyl)phenyl)phthalazin-1-yl)amino)pyrrolidine-1-carboxylate C(C)(C)(C)OC(=O)N1C[C@@H]([C@@H](C1)NC1=NN=C(C2=CC=CC=C12)C1=CC=C(C=C1)C(F)(F)F)O.C1(CC1)C(C=1C=C(C(=O)OC)C=C(C1)C(F)(F)F)(F)F